NC=1C(NC(N(N1)C1=CC(=C(C(=C1)C)OC=1C=C2C(=CC(=NC2=CC1)C1=CC=CC=C1)C)Br)=O)=O 6-amino-2-(3-bromo-5-methyl-4-(4-methyl-2-phenylquinolin-6-yl)oxyphenyl)-1,2,4-triazine-3,5(2H,4H)-dione